1-(2,3-difluorobenzyl)-4-((3-fluoro-4-(2-hydroxypropan-2-yl)-6-((5-methyl-1H-pyrazol-3-yl)amino)pyridin-2-yl)methyl)piperidine-4-carboxylic acid FC1=C(CN2CCC(CC2)(C(=O)O)CC2=NC(=CC(=C2F)C(C)(C)O)NC2=NNC(=C2)C)C=CC=C1F